BrCCCOCCC1=CC(=C(C(C(=O)OC)=C1)C(=O)OC)[N+](=O)[O-] dimethyl 5-(2-(3-bromopropoxy)ethyl)-3-nitrophthalate